N-(5-hydroxypyridin-2-yl)-4-[5-(trifluoromethoxy)pyridin-2-yl]piperazine-1-carboxamide OC=1C=CC(=NC1)NC(=O)N1CCN(CC1)C1=NC=C(C=C1)OC(F)(F)F